COC(CCC1=CC(=CC=C1)CC(CBr)=O)=O 3-(3-(3-Bromo-2-oxopropyl)phenyl)propanoic acid methyl ester